2-(2-(2-(2-methoxyethoxy)ethoxy)-ethyl)-2,5-dihydropyrrolo[3,4-c]pyrrole-1,4-dione COCCOCCOCCN1C(C2=CNC(C2=C1)=O)=O